OCCN(CCCCCCCC(=O)OC(CCCCCCCCF)CCCCCCCC)CCCCCCCC(=O)OCCCCCCCCC 9-fluoro-1-octylnonyl 8-{(2-hydroxyethyl)[7-(nonyloxycarbonyl)heptyl]amino}octanoate